tert-butyl N-[1-(3-ethynylcyclobutyl)piperidin-4-yl]carbamate C(#C)C1CC(C1)N1CCC(CC1)NC(OC(C)(C)C)=O